C(C1=CC=CC=C1)P(OCC)(OC)=O ethyl methyl benzylphosphonate